1-bromo-4-(((2S,5R)-5-isopropyl-3,6-dimethoxy-2,5-dihydropyrazin-2-yl)methyl)isoquinoline BrC1=NC=C(C2=CC=CC=C12)C[C@@H]1N=C([C@H](N=C1OC)C(C)C)OC